bis(carboxymethyl)-L-lysine hydrate O.C(=O)(O)CN([C@@H](CCCCN)C(=O)O)CC(=O)O